CC1=NOC(=C1CN1N=CC(=C1)C=1C(=C(C(=CC1)O)N1CC(NS1(=O)=O)=O)F)C 5-(3-(1-((3,5-dimethylisoxazol-4-yl)methyl)-1H-pyrazol-4-yl)-2-fluoro-6-hydroxyphenyl)-1,2,5-thiadiazolidin-3-one 1,1-dioxide